6-(piperazin-1-yl)hexane-1-amine N1(CCNCC1)CCCCCCN